8-amino-N-(4-{[(1-cycloheptylpiperidin-4-yl)oxy]methyl}-1,3-thiazol-2-yl)-4,4-dimethyl-4,5-dihydro-1H-pyrazolo[4,3-H]quinazoline-3-carboxamide trihydrochloride Cl.Cl.Cl.NC1=NC=2C3=C(C(CC2C=N1)(C)C)C(=NN3)C(=O)NC=3SC=C(N3)COC3CCN(CC3)C3CCCCCC3